N1C(=CC2=CC=CC=C12)C=O 2-indolecarbaldehyde